FC1=C(C(=C(C(=C1F)F)F)F)C1=C(C=C(C(=C1)[N+](=O)[O-])OC)F 2,2',3,4,5,6-hexafluoro-4'-methoxy-5'-nitro-1,1'-biphenyl